(S)-(1-(1-((tert-butyldimethylsilyl)oxy)propan-2-yl)-3-ethoxy-4-iodo-1H-pyrazol-5-yl)methanol [Si](C)(C)(C(C)(C)C)OC[C@H](C)N1N=C(C(=C1CO)I)OCC